C([O-])([O-])=O.[Ca+2].[Fe+2].C([O-])([O-])=O iron-calcium carbonate